CC1=CC=CC(=N1)C1=NC=2N(C(=C1)NC1=C3C(=NC=C1)NC(=C3)C#CCO)N=CC2 3-(4-((5-(6-methylpyridin-2-yl)pyrazolo[1,5-a]pyrimidin-7-yl)amino)-1H-pyrrolo[2,3-b]pyridin-2-yl)prop-2-yn-1-ol